2-methyl-3-[(2E,7R,11R)-3,7,11,15-tetramethyl-2-hexadecenyl]-1,4-naphthalenedione CC=1C(C2=CC=CC=C2C(C1C\C=C(\CCC[C@@H](CCC[C@@H](CCCC(C)C)C)C)/C)=O)=O